N1C=C(C2=CC=CC=C12)CCN(C(C)C)CC1=CC=C(C=C1)NCCCCCNC(\C=C\C=1C=NC=CC1)=O (e)-N-(5-((4-(((2-(1H-Indol-3-yl)ethyl)(isopropyl)amino)methyl)phenyl)amino)pentyl)-3-(pyridin-3-yl)acrylamide